C(CCCCC)OC(CCCCC\C=C/CCC)OCCCCCC (4Z)-11,11-dihexyloxy-4-undecene